CONC(OCN1C(CCC2=CC=C(C=C12)OCCCCN1CCN(CC1)C1=CC=CC=2SC=CC21)=O)=O (7-{4-[4-(Benzo[b]thiophen-4-yl)piperazin-1-yl]butoxy}-2-oxo-3,4-dihydro-2H-quinolin-1-yl)methyl N-methoxycarbamate